NCCCCCCCCN(CC(=O)O)C([C@H](CCCN)N)=O N-(8-aminooctyl)-N-((S)-2,5-diaminopentanoyl)glycine